NC1=C(C2=CC(=CC=C2C=C1)OC)C=1C(=CC=C2C=CC(=CC12)OC)O 2'-amino-7,7'-dimethoxy-[1,1'-binaphthyl]-2-ol